2-[(2Z)-2-(aminomethyl)-3-fluoroprop-2-en-1-yl]-4-{3-methyl-5-[4-(4H-1,2,4-triazol-3-yl)phenyl]pyridin-2-yl}-2,4-dihydro-3H-1,2,4-triazol-3-one NC/C(/CN1N=CN(C1=O)C1=NC=C(C=C1C)C1=CC=C(C=C1)C1=NN=CN1)=C/F